BrC1=C(C=C(C(=C1)[N+](=O)[O-])C)CCC1=CC=C(C=C1)C(F)(F)F 1-Bromo-4-methyl-5-nitro-2-(4-(trifluoromethyl)phenethyl)benzene